C1(CC1)N1N=C(C=C1)C=1C=NC=2CCN(CC2C1)C1=NC(=NC2=CC=C(C=C12)F)C(F)(F)F 4-[3-(1-cyclopropylpyrazol-3-yl)-7,8-dihydro-5H-1,6-naphthyridin-6-yl]-6-fluoro-2-(trifluoromethyl)quinazoline